C(CCCCCCC)C(CC1=CC2=C(C3=C(C4=NC5=C(C=6C(C(=C5N=C24)C=2SC=CC2)=NSN6)C=6SC=CC6)C=C(S3)CC(CCCCCCCCCC)CCCCCCCC)S1)CCCCCCCCCC 2,5-bis(2-octyl-dodecyl)-8,12-bis(thiophen-2-yl)-[1,2,5]thiadiazolo[3,4-i]dithieno[3,2-a:2',3'-c]phenazine